O=C(CC(=O)O)C1=CC=CC=C1 3-oxo-3-phenylpropanoic acid